C(#N)C1=CC2=C(OC[C@H]3N(CCN2C3)C(=O)OC(C)(C)C)C=C1\N=C/N(C)C tert-butyl (3S)-9-cyano-10-(((Z)-(dimethylamino)methylene)amino)-2,3,5,6-tetrahydro-4H-3,7-methanobenzo[b][1,4,7]oxadiazonine-4-carboxylate